COCCC(=O)NC(C=C)=O N-(3-methoxypropoyl)acrylamide